CN1N=C(C=2N=CN(C(C21)=O)CC(=O)N)NC2=CC=C(C=C2)C(F)(F)F 2-(1-methyl-7-oxo-3-((4-(trifluoromethyl)phenyl)amino)-1,7-dihydro-6H-pyrazolo[4,3-d]Pyrimidin-6-yl)acetamide